O=C1C2=C(C(C=3N(N=NC31)C3=CC=C(C(=O)O)C=C3)=O)C=CS2 4-(4,8-dioxo-4,8-dihydro-1H-thieno[2',3':4,5]benzo[1,2-d][1,2,3]triazol-1-yl)benzoic acid